4,4'-(benzo[C][1,2,5]thiadiazole-4,7-diyl)diphthalic acid dimethyl ester COC(C=1C(C(=O)OC)=CC(=CC1)C1=CC=C(C2=NSN=C21)C=2C=C(C(C(=O)O)=CC2)C(=O)O)=O